(3-methyl-1,1-dioxidothietan-3-yl)-2-oxo-2,3-dihydro-1H-benzo[d]imidazole-5-carboxamide CC1(CS(C1)(=O)=O)N1C(NC2=C1C=CC(=C2)C(=O)N)=O